(propylcyclopentadienyl)(cyclopentadienyl)zirconium C(CC)C1(C=CC=C1)[Zr]C1C=CC=C1